(1r,4r)-4-(1-methyl-1H-pyrazol-3-yl)cyclohexane-1-carbaldehyde CN1N=C(C=C1)C1CCC(CC1)C=O